C(C)N(CCC(OC)OC)CC N,N-diethyl-3,3-dimethoxypropan-1-amine